O=C1OC(CC1C1C=C(CCC1)C)=O 5-(2,5-dioxotetrahydro-3-furyl)-3-methyl-3-cyclohexene